CN(C=CC(=O)C1=C(C(=CC(=C1)C(C)NC1(CCC1)C)C)O)C 3-(dimethylamino)-1-(2-hydroxy-3-methyl-5-(1-((1-methylcyclobutyl)amino)ethyl)phenyl)prop-2-en-1-one